NC1=C2C(=NC=N1)N(N=C2C=2C=NC(=CC2)OC(C)C)[C@@H](C)C=2C=C1N(C(C2C2=CC=CC=C2)=O)C(=CS1)C (S)-7-(1-(4-amino-3-(6-isopropoxypyridin-3-yl)-1H-pyrazolo[3,4-d]pyrimidin-1-yl)ethyl)-3-methyl-6-phenyl-5H-thiazolo[3,2-a]pyridin-5-one